COC([C@H](NC(=O)OCC1=CC=CC=C1)COC)=O N-Cbz-O-methyl-D-serine methyl ester